N-{[4-(5-chloro-3-methylpyridine-2-sulfonyl)phenyl]methyl}imidazo[1,2-a]pyrimidine-6-carboxamide ClC=1C=C(C(=NC1)S(=O)(=O)C1=CC=C(C=C1)CNC(=O)C=1C=NC=2N(C1)C=CN2)C